(2-FORMYL-1H-PYRROL-1-YL)ACETIC ACID C(=O)C=1N(C=CC1)CC(=O)O